C(CC)(=O)[O-].C(CC)(=O)O.C(S)(O)=S.[Na+] sodium dithiocarbonate dipropionate